CN(C1CCN(CC1)CC1=C2C=C(N(C2=CC(=C1)F)CC(F)(F)F)C#CCNC=1C=CC(=NC1)C(C#N)(C)C)C 2-(5-{[3-(4-{[4-(dimethylamino)-piperidin-1-yl]methyl}-6-fluoro-1-(2,2,2-trifluoroethyl)-1H-indol-2-yl)prop-2-yn-1-yl]amino}pyridin-2-yl)-2-methylpropanenitrile